N-(2,4-Dichloro-5-(3-(methyl(prop-2-yn-1-yl)amino)propoxy)phenyl)acetamide ClC1=C(C=C(C(=C1)Cl)OCCCN(CC#C)C)NC(C)=O